1-chloro-2,5-pyrrolidinedione ClN1C(CCC1=O)=O